CN(C=1N=CC(=NC1)S(=O)(=O)NC(NC1=C(C=C(C=C1C1=CC(=NC=C1)OC)F)C(C)C)=O)C 5-(dimethylamino)-N-((4-fluoro-2-isopropyl-6-(2-methoxypyridin-4-yl)phenyl)carbamoyl)pyrazine-2-sulfonamide